N-methyl-1-phenyl-propane-2-amine CNC(CC1=CC=CC=C1)C